4-(8-(4-(4-(Azetidin-3-ylmethyl)piperazin-1-yl)benzoyl)-2,8-diazaspiro[4.5]decan-2-yl)-2-chlorobenzonitrile N1CC(C1)CN1CCN(CC1)C1=CC=C(C(=O)N2CCC3(CCN(C3)C3=CC(=C(C#N)C=C3)Cl)CC2)C=C1